2-(7-((1-methyl-1H-pyrazolo[3,4-b]pyridin-5-yl)amino)-1-oxoisoindolin-2-yl)acetic acid CN1N=CC=2C1=NC=C(C2)NC=2C=CC=C1CN(C(C21)=O)CC(=O)O